4-(5-[(5-chlorothiophen-2-yl)methyl]amino-1-(dimethylcarbamoyl)-1H-pyrazol-3-yl)-N,N-dimethylpiperidine-1-carboxamide ClC1=CC=C(S1)CNC1=CC(=NN1C(N(C)C)=O)C1CCN(CC1)C(=O)N(C)C